3-(2-Furanylmethylene)pyrrolidine O1C(=CC=C1)C=C1CNCC1